3-(((R)-7-((2S,4R)-4-amino-2-phenylpiperidine-1-carbonyl)-7-azaspiro[4.5]dec-10-yl)methyl)-6-phenylpyrimidin-4(3H)-one N[C@H]1C[C@H](N(CC1)C(=O)N1CC2(CCCC2)[C@@H](CC1)CN1C=NC(=CC1=O)C1=CC=CC=C1)C1=CC=CC=C1